C(C1=CC=CC=C1)OC(=O)N[C@H](C(=O)O)CC1CCC1 (S)-2-(((benzyloxy)carbonyl)amino)-3-cyclobutylpropanoic acid